2-[(3-chloro-4-fluorophenyl)-[(2-methylpyrazol-3-yl)methoxy]methyl]-5-methyl-4-methylsulfonyl-1H-imidazole ClC=1C=C(C=CC1F)C(C=1NC(=C(N1)S(=O)(=O)C)C)OCC=1N(N=CC1)C